ClC1=CC(=CC=2C3=CC(=CC=C3C(=CC12)C(=O)O)C(F)(F)F)Cl 1,3-dichloro-6-trifluoromethyl-9-phenanthrenecarboxylic acid